(2-(2-Hydroxyethyl)-2,7-diazaspiro[3.5]nonan-7-yl)((1S,5R)-8-(4-(trifluoromethyl)phenyl)-1,3,4,5-tetrahydro-2H-1,5-methanobenzo[c]azepin-2-yl)methanone OCCN1CC2(C1)CCN(CC2)C(=O)N2[C@@H]1C3=C([C@H](CC2)C1)C=CC(=C3)C3=CC=C(C=C3)C(F)(F)F